C12CN(CC(CC1)O2)C2=CC(=C(C=N2)Cl)N2CC1CCC(C2)O1 3-(6-(8-oxa-3-azabicyclo[3.2.1]oct-3-yl)-3-chloropyridin-4-yl)-8-oxa-3-azabicyclo[3.2.1]octane